2-[3-(4-Benzo[d]isoxazol-3-yl-piperidin-1-yl)-propyl]-tetrahydro-pyrrolo[1,2-c]pyrimidine-1,3-dione O1N=C(C2=C1C=CC=C2)C2CCN(CC2)CCCN2C(N1C(CC2=O)CCC1)=O